NC1=C(C=CC=C1)CC#N 2-aminobenzeneacetonitrile